C(C1=CC=CC=C1)O[C@@H]1[C@H](O[C@@H]([C@H]([C@H]1OCC1=CC=CC=C1)OCC1=CC=CC=C1)[C@H](C=C)C1=C(C=C(C=C1)Br)C)COCC1=CC=CC=C1 (2R,3R,4R,5R,6R)-3,4,5-Tris(benzyloxy)-2-((benzyloxy)methyl)-6-((R)-1-(4-bromo-2-methylphenyl)allyl)tetrahydro-2H-pyran